L-1-bromophenanthrene BrC1=CC=CC=2C3=CC=CC=C3C=CC12